N-benzyl-N-((2R,3S,4R,5R,6R)-4,5-bis(benzyloxy)-6-((benzyloxy)methyl)-2-methoxytetrahydro-2H-pyran-3-yl)acetamide C(C1=CC=CC=C1)N(C(C)=O)[C@@H]1[C@@H](O[C@@H]([C@@H]([C@@H]1OCC1=CC=CC=C1)OCC1=CC=CC=C1)COCC1=CC=CC=C1)OC